C12N(CC(NC1)CC2)C=2C=C1CN(C(C1=C(C2)F)=O)C2C(NC(CC2)=O)=O 3-(5-(2,5-diazabicyclo[2.2.2]octan-2-yl)-7-fluoro-1-oxoisoindolin-2-yl)piperidine-2,6-dione